4-(2,5-dioxotetrahydrofuran-3-yl)-1,2,3,4-tetrahydronaphthalene-1,2-dicarboxylic acid O=C1OC(CC1C1CC(C(C2=CC=CC=C12)C(=O)O)C(=O)O)=O